7-bromo-3-fluoro-2-naphthonitrile BrC1=CC=C2C=C(C(=CC2=C1)C#N)F